FC1([C@](C1)(CO)COC1=NC2=C(C=C(C=C2C(=N1)N1C[C@@]2(CC[C@H](C1)N2C(=O)OC(C)(C)C)C)F)F)F Tert-butyl (1S,5R)-3-(2-(((R)-2,2-difluoro-1-(hydroxymethyl)cyclopropyl)methoxy)-6,8-difluoroquinazolin-4-yl)-1-methyl-3,8-diazabicyclo[3.2.1]octane-8-carboxylate